Cl.CN1N=C(C(=C1C)C1=NC=2C(=NC=CC2C=2C=CC3=C(CCCCC3N)C2)N1)C 2-[2-(1,3,5-Trimethyl-1H-pyrazol-4-yl)-3H-imidazo[4,5-b]pyridin-7-yl]-6,7,8,9-tetrahydro-5H-benzocyclohepten-5-ylamine hydrochloride